6-((tert-butoxycarbonyl)amino)-10-fluoro-1-carbonyl-5,6,7,8-tetrahydro-1H-azepino[3,2,1-ij]quinoline-3-carboxylic acid C(C)(C)(C)OC(=O)NC1CCC=2C=C(C=C3C(C=C(N(C23)C1)C(=O)O)=C=O)F